dimethyl pimelimidate 2HCl Cl.Cl.C(CCCCCC(OC)=N)(OC)=N